C(C1=CC=CC=C1)OC(=O)NCCN1N=NC=C1 1-(2-(((benzyloxy)carbonyl)amino)ethyl)-1H-1,2,3-triazol